FC(CN1N=CC(=C1)C1=NN=C(O1)C(=O)N1[C@@H](C2=C(CC1)NC=N2)C=2SC1=C(N2)C(=CC=C1)F)F (S)-(5-(1-(2,2-difluoroethyl)-1H-pyrazol-4-yl)-1,3,4-oxadiazol-2-yl)(4-(4-fluorobenzo[d]thiazol-2-yl)-6,7-dihydro-1H-imidazo[4,5-c]pyridin-5(4H)-yl)methanone